N1N=CC=2C1=NC=C(C2)N2CCC(CC2)N(C(=O)NC2=NN(C(=C2)C(C)(C)C)[C@@H]2COCC2)C (S)-1-(1-(1H-pyrazolo[3,4-b]pyridin-5-yl)piperidin-4-yl)-3-(5-(tert-butyl)-1-(tetrahydrofuran-3-yl)-1H-pyrazol-3-yl)-1-methylurea